5,6-dihydro-3,10-dimethoxybenzo[C]xanthylium tetraphenyl-borate C1(=CC=CC=C1)[B-](C1=CC=CC=C1)(C1=CC=CC=C1)C1=CC=CC=C1.COC=1C=CC2=C(CCC=3C=C4C=CC(=CC4=[O+]C23)OC)C1